C(CC)B(O)O E-Propylboronic acid